3-quinoxalinone N=1CC(N=C2C=CC=CC12)=O